C1(=CC=C(C=C1)CN1N=CC2=CC(=CC(=C12)C(=O)NCC1=CC=C(C(=O)O)C=C1)C1=CC(=CC(=C1)F)F)C1=CC=CC=C1 4-((1-([1,1'-biphenyl]-4-ylmethyl)-5-(3,5-difluorophenyl)-1H-indazole-7-carboxamido)methyl)benzoic acid